4,4'-di-n-pentoxyazoxybenzene C(CCCC)OC1=CC=C(C=C1)[N+]([O-])=NC1=CC=C(C=C1)OCCCCC